FC(OC1=CC(=C(N)C=C1)I)F 4-(difluoromethoxy)-2-iodoaniline